2,3-dimethylbutylsulfonic acid CC(CS(=O)(=O)O)C(C)C